N-(5-chloro-7-cyclopropyl-1-(prop-2-yn-1-yl)-1H-indazol-3-yl)-4-fluorobenzamide ClC=1C=C2C(=NN(C2=C(C1)C1CC1)CC#C)NC(C1=CC=C(C=C1)F)=O